O=C1NC(CCC1N1C(C2=CC=C(C=C2C1=O)N1C2CN(C(C1)CC2)CC2=C(CC(CC2)(C)C)C2=CC=C(C=C2)F)=O)=O 2-(2,6-dioxopiperidin-3-yl)-5-(5-((4'-fluoro-5,5-dimethyl-3,4,5,6-tetrahydro-[1,1'-biphenyl]-2-yl)methyl)-2,5-diazabicyclo[2.2.2]octane-2-yl)isoindoline-1,3-dione